hexadecan-10-one CCCCCCCCCC(CCCCCC)=O